methoxymethyl-glycerol COCC(O)C(O)CO